C(C)(C)(C)OC(=O)N1C2CC2(C[C@H]1C(NC1=NC(=CC=C1)Br)=O)CN (3S)-tert-butyl-5-(aminomethyl)-3-((6-bromopyridin-2-yl) carbamoyl)-2-azabicyclo[3.1.0]hexane-2-carboxylate